ethoxycarbonyloxymethyl (3R)-2-hydroxy-7-methoxy-3-(1,3,4-thiadiazol-2-ylsulfanyl)-3,4-dihydro-1,2-benzoxaborinine-8-carboxylate OB1OC2=C(C[C@@H]1SC=1SC=NN1)C=CC(=C2C(=O)OCOC(=O)OCC)OC